OC1CCC(CC1)N(CCCCCCCC(=O)NC(CCCCCCCCC)CCCCCCCCC)CCCCCCCC(=O)NC(CCCCCCCCC)CCCCCCCCC 8,8'-((4-hydroxy-cyclohexyl)azane-diyl)bis(N-(nonadecan-10-yl)octan-amide)